C12(CC(C1)C2)C(O)C2=CC=1C(=NC(=CC1)C1=CC=3C(N=C1)=NN(C3)C)S2 bicyclo[1.1.1]pentan-1-yl(6-(2-methyl-2H-pyrazolo[3,4-b]pyridin-5-yl)thieno[2,3-b]pyridin-2-yl)methanol